6-(3-Isopropyl-5-(piperidin-4-yloxy)-1H-indol-2-yl)-7,8-dimethyl-[1,2,4]triazolo[4,3-a]pyridin C(C)(C)C1=C(NC2=CC=C(C=C12)OC1CCNCC1)C=1C(=C(C=2N(C1)C=NN2)C)C